C(C)(C)(C)C1=CC(=NO1)N1C(N(C(C1O)OCC)C)=O 1-(5-tert-butylisoxazol-3-yl)-4-ethoxy-5-hydroxy-3-methyl-imidazolin-2-one